ClC=1N=C(C2=C(N1)C(=C(N=C2OC(C)C)Cl)F)Cl 2,4,7-trichloro-8-fluoro-5-isopropoxy-pyrido[4,3-d]pyrimidine